ClC=1C=C2C(C(=CN(C2=NC1N1CC2=NC=CC=C2C1)CC1=CC(=CC=C1)OC)C(=O)O)=O 6-chloro-7-(5,7-dihydro-6H-pyrrolo[3,4-b]pyridin-6-yl)-1-(3-meth-oxybenzyl)-4-oxo-1,4-dihydro-1,8-naphthyridine-3-carboxylic acid